5-{[(2S)-1-(benzyloxy)propan-2-yl]oxy}-4-bromo-N-[5-(5-acetamidopyrazol-1-yl)-1,3,4-thiadiazol-2-yl]-6-oxopyran-2-carboxamide C(C1=CC=CC=C1)OC[C@H](C)OC1=C(C=C(OC1=O)C(=O)NC=1SC(=NN1)N1N=CC=C1NC(C)=O)Br